C1(CCC1)C=1C(=NN(C1C1=CC(=C(C(=C1)F)F)F)C)NC(=O)C1CSC1 N-(4-cyclobutyl-1-methyl-5-(3,4,5-trifluorophenyl)-1H-pyrazol-3-yl)thietane-3-carboxamide